2-(6,7-dihydro-5H-pyrazolo[5,1-b][1,3]oxazin-3-yl)-N-(5-(2-(isobutylamino)acetamido)-2-methylpyridin-3-yl)pyrazolo[5,1-b]thiazole-7-carboxamide N1=CC(=C2OCCCN21)C2=CN1C(S2)=C(C=N1)C(=O)NC=1C(=NC=C(C1)NC(CNCC(C)C)=O)C